5-{(1-(cyclopropanecarbonyl)-4-hydroxypiperidin-4-yl)methyl}-1-(2'-(2-(dimethylamino)ethylamino)biphenyl-4-yl)-1H-pyrazolo[3,4-d]pyrimidin-4(5H)-one C1(CC1)C(=O)N1CCC(CC1)(O)CN1C=NC2=C(C1=O)C=NN2C2=CC=C(C=C2)C2=C(C=CC=C2)NCCN(C)C